N1=CC=CC=2CC=NCC12 5,8-Dihydro-1,7-naphthyridine